C(C)[C@@H]1[C@@H](COC1)N1C(=CC2=C1N=C(N=C2)NC=2C(=NN(C2)C)OC(C)C)C#N 7-((3S,4R)-4-ethyltetrahydrofuran-3-yl)-2-((3-isopropoxy-1-methyl-1H-pyrazol-4-yl)amino)-7H-pyrrolo[2,3-d]pyrimidine-6-carbonitrile